(S)-4-(tert-butoxycarbonyl)-6-chloro-3,4-dihydro-2H-benzo[b][1,4]oxazine-2-carboxylic acid C(C)(C)(C)OC(=O)N1C2=C(O[C@@H](C1)C(=O)O)C=CC(=C2)Cl